ClC=1C=NC=C(C1C=1CCN(CC1)C)F 3'-chloro-5'-fluoro-1-methyl-1,2,3,6-tetrahydro-4,4'-bipyridine